COC(C1=C(C=C(C(=C1)F)Br)OCC)=O 4-bromo-2-ethoxy-5-fluorobenzoic acid methyl ester